O1N=C(CC1)C=1C(=C(C(=O)O)C=CC1S(=O)(=O)C)C 3-(4,5-dihydro-isoxazole-3-yl)-2-methyl-4-methylsulfonyl-benzoic acid